1-(1-(6-bromoimidazo[1,2-a]pyridin-3-yl)-2-morpholinoethyl)-3-fluoro-1H-pyrazol-4-amine BrC=1C=CC=2N(C1)C(=CN2)C(CN2CCOCC2)N2N=C(C(=C2)N)F